N1=CC=C(C=C1)C=1N=C(C2=C(N1)C=NC=C2)N2CCC1(CCN(C1)[C@H]1[C@H](CC1)O)CC2 (1S,2R)-2-(8-(2-(pyridin-4-yl)pyrido[3,4-d]pyrimidin-4-yl)-2,8-diazaspiro[4.5]decan-2-yl)cyclobutan-1-ol